tert-butyl ((5-methoxypyrimidin-2-yl)methyl)carbamate COC=1C=NC(=NC1)CNC(OC(C)(C)C)=O